6'-fluorospiro[cyclopropan-1,3'-indoline]-2'-one FC1=CC=C2C3(C(NC2=C1)=O)CC3